5-chloro-6-methyl-4-(5-methyl-3-(1-methyl-1H-indazol-5-yl)-1-(2-azaspiro[3.3]heptan-6-yl)-1H-pyrazol-4-yl)-1H-indazol trifluoroacetate FC(C(=O)O)(F)F.ClC=1C(=C2C=NNC2=CC1C)C=1C(=NN(C1C)C1CC2(CNC2)C1)C=1C=C2C=NN(C2=CC1)C